OC(C(=O)NC1=NN(C(=C1)C1=NOC(=N1)CCC)C)=CNC1=NC=CC2=CC=C(C=C12)C1=NOC(=N1)C (S)-2-hydroxy-3-((7-(5-methyl-1,2,4-oxadiazol-3-yl)isoquinolin-1-yl)amino)-N-(1-methyl-5-(5-propyl-1,2,4-oxadiazol-3-yl)-1H-pyrazol-3-yl)acrylamide